NC1=C(C=CC(=N1)C(=O)N)Br 6-amino-5-bromo-pyridine-2-carboxamide